(4-cyclopropyloxy-3-nitrophenyl)-3-oxopiperazine-1-carboxylic acid tert-butyl ester C(C)(C)(C)OC(=O)N1C(C(NCC1)=O)C1=CC(=C(C=C1)OC1CC1)[N+](=O)[O-]